N1C(NC=2C=NC=3C=CC(=CC3C21)C#N)=O 1H-imidazo[4,5-c]quinolone-8-carbonitrile